2-((9-Fluoro-1-(methylamino)-1,4-dihydro-2H-pyrano[3,4-c]isoquinolin-6-yl)amino)ethan-1-ol FC1=CC=2C3=C(N=C(C2C=C1)NCCO)COCC3NC